2-(6-oxa-1-aza-spiro[3.3]hept-1-yl)-benzothiazole-5-carboxylic acid (2,3-dihydro-benzofuran-5-yl)-amide O1CCC2=C1C=CC(=C2)NC(=O)C=2C=CC1=C(N=C(S1)N1CCC13COC3)C2